2,2,2-trifluoro-N-(2-(piperidin-4-yl)ethyl)acetamide FC(C(=O)NCCC1CCNCC1)(F)F